ClC=1C(=C(OC=2N=NC(=CC2C2=NOC[C@H](N2)CC2=C(C=C(C=C2)C)Cl)C)C=CC1)F (5R)-3-[3-(3-chloro-2-fluoro-phenoxy)-6-methyl-pyridazin-4-yl]-5-[(2-chloro-4-methyl-phenyl)methyl]-5,6-dihydro-4H-1,2,4-oxadiazine